(S)-9-(2-((tert-butyldiphenylsilyl)oxy)ethyl)-5-chloro-10-ethyl-4-fluoro-2-(methylsulfonyl)-9,10-dihydro-8H-7-oxa-1,3,6,10-tetraazacyclohepta[de]naphthalene [Si](C1=CC=CC=C1)(C1=CC=CC=C1)(C(C)(C)C)OCC[C@@H]1N(C=2C=3C(=NC(=C(C3N=C(N2)S(=O)(=O)C)F)Cl)OC1)CC